3-(5-fluoropyridin-2-yl)-3-(((7-methyl-2-(trifluoromethyl)quinolin-4-yl)amino)methyl)azetidine-1-carboxamide FC=1C=CC(=NC1)C1(CN(C1)C(=O)N)CNC1=CC(=NC2=CC(=CC=C12)C)C(F)(F)F